ClC1=C(C=CC=C1)N1N=C(C2=C1SC(=C2)C(=O)NC2CC(C2)N2CCN(CC2)C2CC2)C 1-(2-chlorophenyl)-N-((1r,3r)-3-(4-cyclopropylpiperazin-1-yl)-cyclobutyl)-3-methyl-1H-thieno[2,3-c]pyrazole-5-carboxamide